2-((1H-1,2,3-triazol-4-yl)methyl)-4-methyl-6-(3-(trifluoromethoxy)benzyl)-4H-thiazolo[5',4':4,5]pyrrolo[2,3-d]pyridazin-5(6H)-one N1N=NC(=C1)CC=1SC2=C(N(C=3C(N(N=CC32)CC3=CC(=CC=C3)OC(F)(F)F)=O)C)N1